C(C)[C@]1(C(OCC=2C(N3CC=4C(=NC=5C=C(C(=C6C5C4[C@H](CC6)NC(=O)C6(CCC6)O)C)F)C3=CC21)=O)=O)O N-((1S,9S)-9-Ethyl-5-fluoro-9-hydroxy-4-methyl-10,13-dioxo-2,3,9,10,13,15-hexahydro-1H,12H-benzo[de]pyrano[3',4':6,7]indolizino[1,2-b]quinolin-1-yl)-1-hydroxycyclobutane-1-carboxamide